3-(5-(3-hydroxyquinoxalin-2-yl)-1-oxoisoindolin-2-yl)piperidine-2,6-dione OC=1C(=NC2=CC=CC=C2N1)C=1C=C2CN(C(C2=CC1)=O)C1C(NC(CC1)=O)=O